C1(=CC(=CC2=CC=CC=C12)O)C1=CC(=CC2=CC=CC=C12)O [1,1'-binaphthalene]-3,3'-diol